N-cyclopropyl-2-({3-[(E)-2-{5-[2-(diethylamino)ethyl]pyridin-2-yl}vinyl]-1H-indazol-6-yl}thio)-4-fluorobenzamide C1(CC1)NC(C1=C(C=C(C=C1)F)SC1=CC=C2C(=NNC2=C1)\C=C\C1=NC=C(C=C1)CCN(CC)CC)=O